NC1=NC=2C=CC=CC2C2=C1N=C(N2CC(CO)(CO)C)CC 2-((4-amino-2-ethyl-1H-imidazo[4,5-c]quinolin-1-yl)methyl)-2-methylpropan-1,3-diol